C(#N)C1(C(CN(CC1)C(=O)OC(C)(C)C)C)CC1=CC=C(C=C1)F tert-butyl 4-cyano-4-(4-fluorobenzyl)-3-methylpiperidine-1-carboxylate